ClC=1C(=CC(=C(CC=2C(=NC(=NC2)NC(C)C)N)C1)C(C)C)OC 5-(5-Chloro-2-isopropyl-4-methoxy-benzyl)-N*2*-isopropyl-pyrimidine-2,4-diamine